N=1C=C(N2C1C=NC=C2)C2=CC=CC(=N2)N[C@H]2CNC[C@@H]2C 6-(imidazo[1,2-a]pyrazin-3-yl)-N-((3R,4S)-4-methylpyrrolidin-3-yl)pyridin-2-amine